ClC=1C=C2C3=C(NC2=CC1)[C@@H](N(CC3)C=3OC(=NN3)C(F)(F)F)CC(C)C (1S)-6-chloro-1-(2-methylpropyl)-2-[5-(trifluoromethyl)-1,3,4-oxadiazol-2-yl]-2,3,4,9-tetrahydro-1H-pyrido[3,4-b]indole